NC1=C2N=CN(C2=NC=N1)C[C@@H](C)OCP(OCCCOCCCCCCCCCCCC[Si](CCC(F)(F)F)(C)C)(O)=O 3-((12-(dimethyl(3,3,3-trifluoropropyl)silyl)dodecyl)oxy)propyl hydrogen ((((R)-1-(6-amino-9H-purin-9-yl)propan-2-yl)oxy)methyl)phosphonate